Triazanaphtho[2,1,8-cde]azulene N1=NC2=C3C4=C(C=CC=C13)C=CC=C4C=N2